1-{5-[(2,6-dichlorophenyl)methoxy]pyrimidin-2-yl}pyrazole-3-carbonitrile ClC1=C(C(=CC=C1)Cl)COC=1C=NC(=NC1)N1N=C(C=C1)C#N